tris(2-(diphenylphosphinyl)-4,5-dimethylphenyl)phosphine C1(=CC=CC=C1)P(=O)(C1=C(C=C(C(=C1)C)C)P(C1=C(C=C(C(=C1)C)C)P(=O)(C1=CC=CC=C1)C1=CC=CC=C1)C1=C(C=C(C(=C1)C)C)P(=O)(C1=CC=CC=C1)C1=CC=CC=C1)C1=CC=CC=C1